4-butyl-3-(2,4-difluorophenyl)-N-(5-hydroxy-4,4-dimethylpentyl)-5-methyl-1-phenyl-4,5-dihydro-1H-pyrazole-5-carboxamide C(CCC)C1C(=NN(C1(C(=O)NCCCC(CO)(C)C)C)C1=CC=CC=C1)C1=C(C=C(C=C1)F)F